ClC1=CC2=C(C=N1)C(=NN2)N2C1CN(C(C2)C1)C 6-chloro-3-(5-methyl-2,5-diazabicyclo[2.2.1]heptan-2-yl)-1H-pyrazolo[4,3-c]pyridine